2-[3-[(4-amino-2-methylpyrimidin-5-yl)methyl]-4-methyl-1,3-thiazol-3-ium-5-yl]ethanol NC1=NC(=NC=C1C[N+]1=CSC(=C1C)CCO)C